[Si].[Sr] Strontium-silicon